dipalmitoyl-ethylenediamine diacetic acid C(C)(=O)O.C(C)(=O)O.C(CCCCCCCCCCCCCCC)(=O)NCCNC(CCCCCCCCCCCCCCC)=O